C(C)(C)(C)OOC(C)(C)C1=CC(=CC=C1)C(C)(C)OOC(C)(C)C 1,3-bis(tert-butyl-peroxy-isopropyl)benzene